N(=[N+]=[N-])CCCC=1C(=C2C=NN(C2=CC1Cl)C1OCCCC1)Br 5-(3-azidopropyl)-4-bromo-6-chloro-1-(tetrahydro-2H-pyran-2-yl)-1H-indazole